Cl.CC(C)[C@H]1CN(CCN1)C=1N=NC(=CN1)C1=NC=C(C=C1O)N1N=CC=N1 2-{3-[(3S)-3-(propan-2-yl)piperazin-1-yl]-1,2,4-triazin-6-yl}-5-(2H-1,2,3-triazol-2-yl)pyridin-3-ol hydrochloride